C(C=C)(=O)N1CCC(CC1)NC=1C2=C(N=CN1)C=CC(=N2)C=2C=CC(=NC2)Cl 5-(4-((1-acryloylpiperidin-4-yl)amino)pyrido[3,2-d]pyrimidin-6-yl)-2-chloropyridin